2-(3,5-dichloro-2-methoxy-4-pyridyl)acetic acid ClC=1C(=NC=C(C1CC(=O)O)Cl)OC